ethyl 1-(oxetan-3-ylmethyl)-1H-imidazole-4-carboxylate O1CC(C1)CN1C=NC(=C1)C(=O)OCC